2-((2-chloro-4-nitrophenoxy)methyl)pyrazine ClC1=C(OCC2=NC=CN=C2)C=CC(=C1)[N+](=O)[O-]